(1-nitrocyclopentyl)acrylamide [N+](=O)([O-])C1(CCCC1)C(C(=O)N)=C